(2S)-2-[[4-[(2-amino-4-oxo-1H-pteridin-6-yl)methylamino]benzoyl]amino]pentanedioic acid NC=1NC2=NC=C(N=C2C(N1)=O)CNC1=CC=C(C(=O)N[C@H](C(=O)O)CCC(=O)O)C=C1